C1N(CCC2=CC=CC=C12)CC(CN1C(C2=C(CCC1)C=CC=C2)=O)O 2-[3-(3,4-dihydro-1H-isoquinolin-2-yl)-2-hydroxy-propyl]-4,5-dihydro-3H-2-benzazepin-1-one